Cl.C1N(CC12CCNCC2)C2=NC=NC=C2OC2=C(C(=O)N(C(C)C)CC(F)F)C=C(C=C2)F 2-((4-(2,7-diazaspiro[3.5]nonan-2-yl)pyrimidin-5-yl)oxy)-N-(2,2-difluoroethyl)-5-fluoro-N-isopropylbenzamide hydrochloride